3,3-difluoro-1-(5-iodo-pyridin-2-yl)-cyclobutane-1-carbonitrile FC1(CC(C1)(C#N)C1=NC=C(C=C1)I)F